(S)-2-(4,4-difluorocyclohexyl)-6-(((6-(1-(4-fluorobenzyl)-1H-pyrazole-4-carbonyl)-2-pivaloyl-2,6-diazaspiro[3.4]octan-8-yl)methoxy)methyl)benzoic acid FC1(CCC(CC1)C1=C(C(=O)O)C(=CC=C1)COC[C@@H]1CN(CC12CN(C2)C(C(C)(C)C)=O)C(=O)C=2C=NN(C2)CC2=CC=C(C=C2)F)F